5-ethyl-3-phenyl-1-(4-vinylbenzyl)-1H-1,2,4-triazole C(C)C1=NC(=NN1CC1=CC=C(C=C1)C=C)C1=CC=CC=C1